O=C1NC2=CC=C(C=C2C1)C1CCN(CC1)C(=O)[O-] 4-(2-oxoindolin-5-yl)piperidine-1-carboxylate